methyl 10-oxaspiro[4.5]decane-7-carboxylate C1CCCC12CC(CCO2)C(=O)OC